FC1=C(C=C(C(=C1OC)C(C)C)OC)/C=C/C1=NC=CC=C1 (E)-2-(2-Fluoro-4-isopropyl-3,5-dimethoxyphenylvinyl)pyridine